[2,4'-bipyridine]-2',6-dicarboxamide N1=C(C=CC=C1C(=O)N)C1=CC(=NC=C1)C(=O)N